N-(3,4,5-trimethoxy-2-((2-(4-methylpiperazin-1-yl)ethyl)carbamoyl)phenyl)nicotinamide COC=1C(=C(C=C(C1OC)OC)NC(C1=CN=CC=C1)=O)C(NCCN1CCN(CC1)C)=O